N[C@H](C)C=1C=C(C=C2C(N(C(=NC12)C1=CC=CC=2N=CSC21)C)=O)C (R)-8-(1-aminoethyl)-2-(benzo[d]thiazol-7-yl)-3,6-dimethylquinazolin-4(3H)-one